4-(2-(4-fluoro-2-methylphenoxy)-4-(trifluoromethyl)benzamido)-2-oxopyridin FC1=CC(=C(OC2=C(C(=O)NC3=CC(NC=C3)=O)C=CC(=C2)C(F)(F)F)C=C1)C